trimethyl 2-[(1-tertbutoxycarbonyl-4-piperidyl)methyl]propane-1,1,3-tricarboxylate C(C)(C)(C)OC(=O)N1CCC(CC1)CC(C(C(=O)OC)C(=O)OC)CC(=O)OC